C1(CC1)C=1C(=CC=2N(C1)C(=CN2)C2=CC=CC(=N2)NC2CNCC2(C)C)OC 6-(6-cyclopropyl-7-methoxyimidazo[1,2-a]pyridin-3-yl)-N-(4,4-dimethylpyrrolidin-3-yl)pyridin-2-amine